(7R)-7-benzyl-9-butyl-N-(3,3-diphenylpropyl)-4,8-dioxooctahydropyrimido[1,2-a][1,4]diazepine-1(2H)-carboxamide C(C1=CC=CC=C1)[C@H]1C(N(CC2N(C1)C(CCN2C(=O)NCCC(C2=CC=CC=C2)C2=CC=CC=C2)=O)CCCC)=O